(Z)-N-((E)-1-aminoethylidene)-3-(4-chlorophenyl)-N'-((4-fluorophenyl)sulfonyl)-4-phenyl-5,6-dihydropyridazine-1(4H)-carboximidamide N\C(\C)=N\C(=N\S(=O)(=O)C1=CC=C(C=C1)F)\N1N=C(C(CC1)C1=CC=CC=C1)C1=CC=C(C=C1)Cl